2,2-dimethyl-3-pentyl acrylate C(C=C)(=O)OC(C(C)(C)C)CC